(E)-6-chloro-2-(1,3,4-oxadiazol-2-yl)-1-propyl-1H-indole ClC1=CC=C2C=C(N(C2=C1)CCC)C=1OC=NN1